(E)-3-(5-((4-amino-6-((4-sulfamoylphenyl)amino)-1,3,5-triazin-2-yl)oxy)-1H-indol-2-yl)acrylic acid NC1=NC(=NC(=N1)NC1=CC=C(C=C1)S(N)(=O)=O)OC=1C=C2C=C(NC2=CC1)/C=C/C(=O)O